ClC1=CC=NC2=CC(=C(C=C12)/C=C/C(=O)OCC)Cl Ethyl (E)-3-(4,7-dichloroquinolin-6-yl)acrylate